COC(C(C)(C)C1=CC=C(C=C1)C(N)=O)=O 2-(4-carbamoyl-phenyl)-2-methylpropanoic acid methyl ester